5-bromo-1-(1-(ethylsulfonyl)ethyl)-3-((R)-3-methylmorpholinyl)pyrazin-2(1H)-one BrC=1N=C(C(N(C1)C(C)S(=O)(=O)CC)=O)N1[C@@H](COCC1)C